1-((3S)-4-(3-chloro-2-(2-fluorophenyl)-7-methyl-8-(2-(2-propanyl)phenyl)-1,6-naphthyridin-5-yl)-3-methyl-1-piperazinyl)-2-propen-1-one ClC=1C(=NC2=C(C(=NC(=C2C1)N1[C@H](CN(CC1)C(C=C)=O)C)C)C1=C(C=CC=C1)C(C)C)C1=C(C=CC=C1)F